Ethyl 3-[3-[2-(2-allylhydrazino)-1-methyl-2-oxo-ethyl]-2-fluoro-phenyl]propanoate C(C=C)NNC(C(C)C=1C(=C(C=CC1)CCC(=O)OCC)F)=O